FC(OC1=C(C=C(C=C1F)C(C)C)[C@@H](C(=O)O)N1C[C@@H](CC1)N(CCCCCC1=NC=2NCCCC2C=C1)C)F (S)-2-(2-(difluoromethoxy)-3-fluoro-5-isopropylphenyl)-2-((R)-3-(methyl(5-(5,6,7,8-tetrahydro-1,8-naphthyridin-2-yl)pentyl)amino)pyrrolidin-1-yl)acetic acid